FC(F)C1N(CCCC1)C1CCN(CC1)C=1SC(=CN1)C(=O)NCC1=NC=C(C=C1F)F 2-[(3S)-(difluoromethyl)[1,4'-bipiperidine]-1'-yl]-N-[(3,5-difluoropyridin-2-yl)methyl]-1,3-thiazole-5-carboxamide